C1(CCC1)OC=1C=C(C(=O)O)C=CC1C1=CN(C2=NC=C(C=C21)C=2C(=NOC2C)C)C2CCOCC2 3-cyclobutoxy-4-(5-(3,5-dimethylisoxazol-4-yl)-1-(tetrahydro-2H-pyran-4-yl)-1H-pyrrolo[2,3-b]pyridin-3-yl)benzoic acid